1-[2-(5-fluoro-1,3-benzoxazol-2-ylamino)-1,3-benzoxazol-5-yl]cyclopropanecarboxylic acid FC=1C=CC2=C(N=C(O2)NC=2OC3=C(N2)C=C(C=C3)C3(CC3)C(=O)O)C1